C1(CCCC1)C1=NC2=NC=NC(=C2N1)C(=O)NCC1=CC(=CC(=C1)C=1C=NN(C1)C1=CS(C=C1)=O)F 8-Cyclopentyl-N-(3-fluoro-5-(1-(1-oxothiophen-3-yl)-1H-pyrazol-4-yl)benzyl)-7H-purine-6-carboxamide